FC1=CC=C(C=C1)C1=NN(C(=C1O)C)C(C)C 3-(4-Fluorophenyl)-1-isopropyl-5-methyl-pyrazol-4-ol